CC=1C=CC=2C(C3=CC=C(C=C3OC2C1)C)NC(=O)C=1C(NC(=C(C1)C1CCOCC1)C(F)(F)F)=O N-(3,6-dimethyl-9H-xanthen-9-yl)-2-oxo-5-(tetrahydro-2H-pyran-4-yl)-6-(trifluoromethyl)-1,2-dihydropyridine-3-carboxamide